ethyl 6-bromo-1-(2-hydroxy-2-methyl-propyl)-4-oxo-1,8-naphthyridine-3-carboxylate BrC=1C=C2C(C(=CN(C2=NC1)CC(C)(C)O)C(=O)OCC)=O